CON(C(COC([2H])([2H])[2H])=O)C N-methoxy-N-methyl-2-(trideuteriomethoxy)acetamide